(S*)-N-methyl-1-(8-methyl-10,11-dihydrobenzo[6,7]oxepino[3,2-b]pyridin-11-yl)methanamine CNC[C@@H]1CC2=C(OC=3C1=NC=CC3)C=CC(=C2)C |o1:3|